C(CCC\C=C/C\C=C/C\C=C/C\C=C/C\C=C/CC)S (5Z,8Z,11Z,14Z,17Z)-eicosa-5,8,11,14,17-pentaen-1-thiol